4-(1H-Tetrazol-5-yl)piperidine trifluoroacetate salt FC(C(=O)O)(F)F.N1N=NN=C1C1CCNCC1